5-methyl-2-[2-(1-methyl-4-piperidyl)-1,3-benzothiazol-5-yl]piperidine CC1CCC(NC1)C=1C=CC2=C(N=C(S2)C2CCN(CC2)C)C1